bromide aluminum-silver [Ag+].[Al+3].[Br-].[Br-].[Br-].[Br-]